5-[(4S)-2,2-dimethyltetrahydropyran-4-yl]-N-methyl-N-phenyl-1H-indole-2-carboxamide CC1(OCC[C@@H](C1)C=1C=C2C=C(NC2=CC1)C(=O)N(C1=CC=CC=C1)C)C